1'-Methyl-1,2,3,3',4,4'-Hexahydro-[2,6'-biquinolin]-2'(1'H)-on CN1C(CCC2=CC(=CC=C12)C1NC2=CC=CC=C2CC1)=O